NC(C(=O)O)CCO Amino-4-hydroxybutanoic Acid